Benzyl (2-bromoethyl)carbamate BrCCNC(OCC1=CC=CC=C1)=O